imidazo[1,2-a]pyridine-7-sulfonyl chloride N=1C=CN2C1C=C(C=C2)S(=O)(=O)Cl